ClC=1C=C(C=CC1)C1=CC=C(C=C1)C(=O)NC1CN(CC1)C#N 3'-chloro-N-(1-cyano-pyrrolidin-3-yl)-[1,1'-biphenyl]-4-carboxamide